4-(4-(2-oxo-2-(piperazin-1-yl)ethyl)phenyl)-1H-pyrrolo[2,3-b]pyridin O=C(CC1=CC=C(C=C1)C1=C2C(=NC=C1)NC=C2)N2CCNCC2